FC=1C=C2C(C(=CN(C2=CC1N1CCNCC1)[C@H]1[C@@H](C1)C1=CC=CC=C1)C(=O)O)=O 6-fluoro-4-oxo-1-[(1R,2S)-2-phenylcyclopropyl]-7-piperazin-1-ylquinoline-3-carboxylic acid